C(C(=O)O)(=O)O.CC1=NN=C(O1)C=1N=C(SC1)OCCN1CCN(CC1)C1=NSC2=C1C=CC=C2 3-(4-{2-[4-(5-Methyl-[1,3,4]oxadiazol-2-yl)-thiazol-2-yloxy]-ethyl}-piperazin-1-yl)-benzo[d]isothiazole oxalate